C(C)OC1=C(C=CC=C1)C=1NC(C2=C(N1)C(=NN2C)CCC)=O 5-(2-ethoxyphenyl)-1-methyl-3-propyl-1,6-dihydro-7H-pyrazolo[4,3-d]pyrimidin-7-one